FC(F)(F)[Si](C)(C)C trifluoromethyltrimethylsilicon